NC1=C(C=C(C=C1)OC)N/C(=C/C(C)\N=N/C=1C(=CC=C(C1)OC)N)/C (E)-N1-((Z)-4-((2-amino-5-methoxyphenyl)amino)pent-3-en-2-ylimino)-5-methoxybenzene-1,2-diamine